C=C/C=C/C(=O)O The molecule is a pentadienoic acid with the double bonds at positions 2 and 4. It is a pentadienoic acid and an alpha,beta-unsaturated monocarboxylic acid. It is a conjugate acid of a penta-2,4-dienoate.